NC(C(=O)OC(C)C)CC isopropyl 2-aminobutyrate